C1(CC1)CN1C(=CC=2C1=NC=CC2)C2=NC1=C(N2C2CN(C2)C2=NC=NC=C2)C(=CC(=C1)C(=O)N1[C@@H]2CC[C@H](C1)[C@H]2N)OC (1R,4R,7R)-2-{2-[1-(cyclopropylmethyl)-1H-pyrrolo[2,3-b]pyridin-2-yl]-7-methoxy-1-[1-(pyrimidin-4-yl)azetidin-3-yl]-1H-1,3-benzodiazole-5-carbonyl}-2-azabicyclo[2.2.1]heptan-7-amine